CN1CCC2(CC(C2)C(=O)NC=2N=CC3=CC=C(C=C3C2)C2=CN=CS2)CC1 7-methyl-N-(6-(thiazol-5-yl)isoquinolin-3-yl)-7-azaspiro[3.5]nonane-2-carboxamide